aluminum bis(triflimide) N(S(=O)(=O)C(F)(F)F)S(=O)(=O)C(F)(F)F.N(S(=O)(=O)C(F)(F)F)S(=O)(=O)C(F)(F)F.[Al]